BrC=1C=CC(=C(C1)NC(=O)C1=CC2=CC=CC=C2C=C1)C(N[C@H](C(=O)NCCCN(C)C)CC1=CC=CC=C1)=O (S)-N-(5-bromo-2-((1-((3-(dimethylamino)propyl)amino)-1-oxo-3-phenylpropan-2-yl)carbamoyl)phenyl)-2-naphthamide